3-methylethylpyrazine CC=1C(=NC=CN1)CC